ClC1=C(C=CC(=C1)F)[C@@H]1N=C(NC(=C1C(=O)OCC)CN1CC([C@@H]2NOC[C@@H]21)(F)F)C=2SC=CN2 |o1:8| Ethyl (R*)-4-(2-chloro-4-fluorophenyl)-6-(((cis)-6,6-difluorohexahydro-4H-pyrrolo[3,2-c]isoxazol-4-yl) methyl)-2-(thiazol-2-yl)-1,4-dihydropyrimidine-5-carboxylate